Ethyl (2-(2-(4-((1-benzyl-5-methyl-6-oxo-1,6-dihydropyridin-3-yl)oxy)-3,5-dichlorophenyl)hydrazono)-2-cyanoacetyl)carbamate C(C1=CC=CC=C1)N1C=C(C=C(C1=O)C)OC1=C(C=C(C=C1Cl)NN=C(C(=O)NC(OCC)=O)C#N)Cl